3-((3,5-difluoro-[1,1'-biphenyl]-4-yl)methyl)-5-(trifluoromethyl)-1,2,4-thiadiazole FC=1C=C(C=C(C1CC1=NSC(=N1)C(F)(F)F)F)C1=CC=CC=C1